CC=CCCCCCCCCC dodec-2-ene